N-(3-acetyl-1-(2-((2-(3-chloro-2-fluorophenylmethylamino)-2-oxoethyl)(isopropyl)amino)-2-oxoethyl)-1H-indazol-5-yl)-3,3-dimethylbutanamide C(C)(=O)C1=NN(C2=CC=C(C=C12)NC(CC(C)(C)C)=O)CC(=O)N(C(C)C)CC(=O)NCC1=C(C(=CC=C1)Cl)F